O(C1=CC=CC=C1)P(=O)(OC1=CC=CC=C1)O/C/1=C/CCCCCN1C(=O)OC(C)(C)C tert-butyl (E)-8-((diphenoxyphosphoryl)oxy)-3,4,5,6-tetrahydroazocine-1(2H)-carboxylate